NC1=CC=C(C(=C1C(=O)N(C)CC(C)(C)O)F)C=1C(=C2C(=NC1)NCC21CC1)Cl 6-amino-3-(4'-chloro-1',2'-dihydrospiro[cyclopropane-1,3'-pyrrolo[2,3-b]pyridin]-5'-yl)-2-fluoro-N-(2-hydroxy-2-methylpropyl)-N-methylbenzamide